(6S,9S)-1-(3-chlorophenyl)-6-(cyclopentylmethyl)-1,1-difluoro-4,7,11-trioxo-9-(((S)-2-oxopyrrolidin-3-yl)methyl)-2-phenyl-3-oxa-5,8,12-triazatetradecan-10-yl acetate C(C)(=O)OC([C@@H](NC([C@@H](NC(OC(C(F)(F)C1=CC(=CC=C1)Cl)C1=CC=CC=C1)=O)CC1CCCC1)=O)C[C@H]1C(NCC1)=O)C(NCC)=O